FC=1C=C(C=CC1OC1=C2C(=NC=C1)NC(N2)=O)NC(=O)C=2N=CN(C2C(F)(F)F)C2=CC=CC=C2 N-(3-fluoro-4-((2-oxo-2,3-dihydro-1H-imidazo[4,5-b]pyridine-7-yl)oxy)phenyl)-1-phenyl-5-(trifluoromethyl)-1H-imidazole-4-carboxamide